2-Methoxy-4-(((5-phenyl-2-(pyridin-2-yl)thieno[2,3-d]pyrimidin-4-yl)amino)methyl)benzenesulfonamide COC1=C(C=CC(=C1)CNC=1C2=C(N=C(N1)C1=NC=CC=C1)SC=C2C2=CC=CC=C2)S(=O)(=O)N